CC(CNC1=NC=C(N=C1)C=1N=NN(C1)C)CN 2-Methyl-N1-(5-(1-methyl-1H-1,2,3-triazol-4-yl)pyrazin-2-yl)propane-1,3-diamine